BrCC1=CC=C(C=C1)B(O)O L-4-(bromomethyl)phenylboronic acid